4-(6-(8-oxa-3-azabicyclo[3.2.1]octan-3-yl)pyrimidin-4-yl)-7-((5-(4-methylpiperazin-1-yl)pyridin-2-yl)amino)isoindolin-1-one C12CN(CC(CC1)O2)C2=CC(=NC=N2)C2=C1CNC(C1=C(C=C2)NC2=NC=C(C=C2)N2CCN(CC2)C)=O